C=C(C(=O)OCC=1OC(OC1C)=O)CC(=O)[O-] (5-methyl-2-oxo-1,3-dioxol-4-yl)methyl 2-methylenesuccinate